FC=1C=C(C=C(C1)F)CC(=O)NC=1C(=NC(=CC1)NCC1=C(C=CC=C1C)C)N1CCCC1 2-(3,5-Difluoro-phenyl)-N-[6-(2,6-dimethyl-benzylamino)-2-pyrrolidin-1-yl-pyridin-3-yl]-acetamide